(2r,3r)-3-hydroxy-2-(hydroxymethyl)-3-methylpiperidine-1-carboxylic acid tert-butyl ester C(C)(C)(C)OC(=O)N1[C@@H]([C@](CCC1)(C)O)CO